C1(CC1)[C@H](CO)NC1=NC(=C2N=CN(C2=N1)C)N[C@@H]1CN(C[C@H]1F)S(=O)(=O)NCC |o1:18,22| (3R*,4R*)-3-((2-(((R)-1-cyclopropyl-2-hydroxyethyl)amino)-9-methyl-9H-purin-6-yl)-amino)-N-ethyl-4-fluoropyrrolidine-1-sulfonamide